C1(CC1)N1C(=NC(=C1)C(F)(F)F)C1=C(C=C(C=C1OC)CC=1N=CC=2C(N1)=NC(CC2)=O)F {4-[1-cyclopropyl-4-(trifluoromethyl)imidazol-2-yl]-3-fluoro-5-methoxyphenyl-methyl}pyrido[2,3-d]pyrimidin-7-one